C1(CC1)N1N=CC(=C1)N(S(=O)(=O)NC(=O)NC1=C(SC(=C1)C)C1CC1)[C@H]1CN(CCC1)C 1-[(1-Cyclopropyl-1H-pyrazol-4-yl)[(3R)-1-methylpiperidin-3-yl]sulfamoyl]-3-(2-cyclopropyl-5-methylthiophene-3-yl)urea